sulfosuccinimidyl 6-hexanoate CCCCCC(=O)ON1C(C(CC1=O)S(=O)(=O)O)=O